Ethyl (S)-3-amino-3-(4,4'-difluoro-2'-(hex-5-en-1-yl)-5,6'-dimethyl-[1,1'-biphenyl]-3-yl)propanoate N[C@@H](CC(=O)OCC)C=1C=C(C=C(C1F)C)C1=C(C=C(C=C1C)F)CCCCC=C